(S)-6-fluoro-3-((3-fluorobenzyl)amino)-5-(1-(5,6,7,8-tetrahydronaphthalen-2-yl)ethyl)-4H-benzo[e][1,2,4]thiadiazine 1,1-dioxide FC=1C=CC2=C(NC(=NS2(=O)=O)NCC2=CC(=CC=C2)F)C1[C@@H](C)C1=CC=2CCCCC2C=C1